((1s,3s)-3-Hydroxy-3-methylcyclobutyl)(6-((6-methyl-5-(trifluoromethyl)pyridin-2-yl)oxy)-2-azaspiro[3.3]heptan-2-yl)methanone OC1(CC(C1)C(=O)N1CC2(C1)CC(C2)OC2=NC(=C(C=C2)C(F)(F)F)C)C